[Pt].[Pt].C(C)(=O)OC(C)=O acetic anhydride Platinum Platinum